BrC1=CC=C(C(C)(C)N)C=C1 4-bromo-α,α-dimethyl-benzylamine